4-(5-cyano-2-methoxyphenyl)-N-(5-(4-cyano-3-methylphenyl)thiazolo[5,4-b]pyridin-2-yl)-6-methylnicotinamide C(#N)C=1C=CC(=C(C1)C1=CC(=NC=C1C(=O)NC=1SC2=NC(=CC=C2N1)C1=CC(=C(C=C1)C#N)C)C)OC